CSF fluoro methyl sulfide